[4-(1,3-benzothiazol-2-yl)piperazin-1-yl]-(2-ethylsulfonylphenyl)methanone methyl-2-(chloromethyl)-4-(2-methoxyethoxy)-1-(thiazol-5-ylmethyl)-1H-benzo[d]imidazole-6-carboxylate COC(=O)C=1C=C(C2=C(N(C(=N2)CCl)CC2=CN=CS2)C1)OCCOC.S1C(=NC2=C1C=CC=C2)N2CCN(CC2)C(=O)C2=C(C=CC=C2)S(=O)(=O)CC